CC1=C(C2=C(N=CN=C2NC2(CC2)C)O1)C(=O)NC=1C=NC(=CC1)C1CCO1 6-methyl-4-[(1-methylcyclopropyl)amino]-N-[6-(oxetan-4-yl)pyridin-3-yl]furo[2,3-d]pyrimidine-5-carboxamide